2,4-Dihydroxy-4'-n-butylbenzophenone OC1=C(C(=O)C2=CC=C(C=C2)CCCC)C=CC(=C1)O